C(C)(C)(C)P(C1=C(C(=CC=C1OC)C)C1=C(C=C(C=C1C(C)C)C(C)C)C(C)C)C(C)(C)C di-tert-butyl(2',4',6'-triisopropyl-3-methoxy-6-methyl-[1,1-biphenyl]-2-yl)phosphine